N-(4-(6-fluoro-4-((methylamino)methyl)-3,4-Dihydroisoquinolin-2(1H)-yl)-2,6-dimethylphenyl)-3,3-dimethylbutanamide FC=1C=C2C(CN(CC2=CC1)C1=CC(=C(C(=C1)C)NC(CC(C)(C)C)=O)C)CNC